ClC=1C=CC(=C(C=NC(C(=O)O)CC2=CC=C(C=C2)O)C1)OC(C(C)C)=O 2-(5-chloro-2-(isobutyryloxy)benzylidene-amino)-3-(4-hydroxy-phenyl)propanoic acid